((1S,6R,7R)-3-(3-(4-chloro-1-isopropyl-1H-indazol-5-yl)-1H-pyrazolo[3,4-b]pyrazin-6-yl)-7-(2-fluorophenyl)-3-azabicyclo[4.1.0]heptan-7-yl)methanamine ClC1=C2C=NN(C2=CC=C1C1=NNC2=NC(=CN=C21)N2C[C@@H]1[C@]([C@@H]1CC2)(C2=C(C=CC=C2)F)CN)C(C)C